2-(3-fluoro-2-((5-(morpholine-4-carbonyl)-1H-indol-1-yl)methyl)allyl)isoindoline-1,3-dione FC=C(CN1C(C2=CC=CC=C2C1=O)=O)CN1C=CC2=CC(=CC=C12)C(=O)N1CCOCC1